CS(=O)CS(=O)CS(=O)C methylsulfinylmethylsulfoxide